N1-(pyridin-4-yl)-N4-(4-(pyridin-4-ylamino)phenyl)terephthalamide N1=CC=C(C=C1)NC(C1=CC=C(C(=O)NC2=CC=C(C=C2)NC2=CC=NC=C2)C=C1)=O